titanium Compound with phosphorus [P].[Ti]